N-(2,6-dimethylphenyl)-2-(ethylamino)acetamide tert-butyl-1-[5-(2,6-dioxopiperidin-3-yl)pyrimidin-2-yl]piperidine-4-carboxylate C(C)(C)(C)OC(=O)C1CCN(CC1)C1=NC=C(C=N1)C1C(NC(CC1)=O)=O.CC1=C(C(=CC=C1)C)NC(CNCC)=O